(1R,5S)-3,6-diazabicyclo[3.1.1]Heptane [C@@H]12CNC[C@@H](N1)C2